ClC=1C=C2C(C(=CN(C2=CC1N1[C@H](CCC1)COC1=NC=CC=C1)C1=C(C=C(C=C1)O)F)C(=O)O)=O (R)-6-chloro-1-(2-fluoro-4-hydroxy-phenyl)-4-oxo-7-(2-((pyridin-2-yloxy)methyl)pyrrolidin-1-yl)-1,4-dihydro-quinoline-3-carboxylic acid